2-[2-[(3-Hydroxycyclohexyl)amino]oxazolo[4,5-b]pyridin-5-yl]-3-methyl-5-(trifluoromethyl)phenol OC1CC(CCC1)NC=1OC=2C(=NC(=CC2)C2=C(C=C(C=C2C)C(F)(F)F)O)N1